C(CCCCCCCCCCCCCCCCCCCCCCCCCCCCC)(=O)OCCCCCCCCCCCCCCCCCCCCCCCCCC hexacosyl n-triacontanoate